6-(benzyloxy)-3-[4-bromo-1-(2,4-dimethoxybenzyl)-2,5-dioxo-2,5-dihydro-1H-pyrrol-3-yl]-5-fluoro-1H-indole-1-carboxylic acid tert-butyl ester C(C)(C)(C)OC(=O)N1C=C(C2=CC(=C(C=C12)OCC1=CC=CC=C1)F)C=1C(N(C(C1Br)=O)CC1=C(C=C(C=C1)OC)OC)=O